C(C)OC(=O)C=1C=NN(C1N)C1=C(C=CC=C1)Cl 1-(2-chlorophenyl)-5-amino-1H-pyrazole-4-carboxylic acid ethyl ester